5-(6-(hydroxymethyl-d2)piperazin-2-yl)-4-methyl-isobenzofuran-1(3H)-one OC(C1CNCC(N1)C=1C(=C2COC(C2=CC1)=O)C)([2H])[2H]